3-(4-(4-(2-(4-(4-chloro-7,7-dimethyl-5-oxo-5,7-dihydroindolo[1,2-a]quinazolin-10-yl)piperidin-1-yl)pyridin-4-yl)piperazin-1-yl)-2,6-difluorophenyl)piperidine-2,6-dione ClC=1C=2C(N=C3N(C2C=CC1)C1=CC(=CC=C1C3(C)C)C3CCN(CC3)C3=NC=CC(=C3)N3CCN(CC3)C3=CC(=C(C(=C3)F)C3C(NC(CC3)=O)=O)F)=O